Nickel-copper-aluminum [Al].[Cu].[Ni]